C(#N)\C(=C/C1=C(N(C(=C1)C)C=1OC(=C(C1C#N)C)C)C)\C1=NC2=C(N1)C=C(C=C2)OCCOC (E)-2-(3-(2-cyano-2-(6-(2-methoxyethoxy)-1H-benzo[d]imidazol-2-yl)etheneyl)-2,5-dimethyl-1H-pyrrol-1-yl)-4,5-dimethylfuran-3-carbonitrile